C(C)(C)(C)OC(=O)N1C[C@H]2C([C@@H](C1)C2)C(NC(C)(C)C2=NC=C1N2C=CC=C1Cl)=O.C(CC1=CC=C(N)C=C1)C1=CC=C(N)C=C1 4,4'-ethylenedianiline tert-butyl-(1R,5S,6s)-6-((2-(8-chloroimidazo[1,5-a]pyridin-3-yl)propan-2-yl)carbamoyl)-3-azabicyclo[3.1.1]heptane-3-carboxylate